FC(CN1CC2(CC2)C(C1)CCOC=1C=C2C(=CNC2=CC1)NC(C)=O)(F)F N-(5-(2-(5-(2,2,2-trifluoroethyl)-5-azaspiro[2.4]heptan-7-yl)ethoxy)-1H-indol-3-yl)acetamide